ruthenium-iron nickel oxyhydroxide O(O)O.[Ni].[Fe].[Ru]